C1(CCCC1)[C@H]1[C@@H](CNC1)OC=1C=C2CN(C(C2=CC1)=O)[C@@H]1C(NC(CC1)=O)=O |o1:5,6| (S)-3-(5-(((3S*,4R*)-4-cyclopentylpyrrolidin-3-yl)oxy)-1-oxoisoindolin-2-yl)-piperidine-2,6-dione